C(C)(C)(C)C1=C(C(C(C(C1(C(O[2H])=O)[2H])([2H])[2H])([2H])[2H])(O[2H])[2H])[2H] tertbutylparaben-d9